C(C)(=O)C=1C(=NC(=CC1)N1C=NC2=C1C=CC(=C2)NC=2N=NC(=CC2)C)C2=C(C#N)C=C(C=C2)O 2-[3-acetyl-6-[5-[(6-methylpyridazin-3-yl)amino]benzimidazol-1-yl]-2-pyridyl]-5-hydroxy-benzonitrile